1,5-Diphenylpenta-1,4-dien-3-one C1(=CC=CC=C1)C=CC(C=CC1=CC=CC=C1)=O